FC1(CN(C1)C=1C=C(C=CC1F)C1=CC(=C(C=C1)OC)NC1=NC=NC2=CC(=C(C=C12)OC1CCN(CC1)C(C=C)=O)OC)F 1-(4-((4-((3'-(3,3-difluoroazetidin-1-yl)-4'-fluoro-4-methoxy-[1,1'-biphenyl]-3-yl)amino)-7-methoxy-quinazolin-6-yl)oxy)piperidin-1-yl)prop-2-en-1-one